Phenoxypyrazole C1=CC=C(C=C1)OC2=CC=NN2